(S)-1-(3-((R)-7-((2-hydroxyethyl)sulfonyl)-2,6,6-trimethyl-1-(2-methylhydrazineyl)-1-oxoheptan-2-yl)phenyl)propan-2-yl acetate C(C)(=O)O[C@H](CC1=CC(=CC=C1)[C@](C(=O)NNC)(CCCC(CS(=O)(=O)CCO)(C)C)C)C